tert-butyl ((2S)-1-cyano-1-hydroxy-3-phenylpropan-2-yl)carbamate C(#N)C([C@H](CC1=CC=CC=C1)NC(OC(C)(C)C)=O)O